C(#N)C=CO[C@H]1C[C@@H](O[C@@H]1CO)N1C(=O)NC(=O)C(C)=C1 O-cyanovinyl-thymidine